2-(6-(azetidin-3-yl)-5H-pyrrolo[3,2-c]pyridazin-3-yl)phenol N1CC(C1)C1=CC=2N=NC(=CC2N1)C1=C(C=CC=C1)O